(R)-N-((R)-1-(3-amino-5-(trifluoromethyl)phenyl)ethyl)-2-methyl-6-morpholino-2,3-dihydroimidazo[1,2-a]pyridine-8-carboxamide NC=1C=C(C=C(C1)C(F)(F)F)[C@@H](C)NC(=O)C=1C=2N(C=C(C1)N1CCOCC1)C[C@H](N2)C